methyl-2-(2,2,7-trifluoro-3-oxo-6-(perfluorophenyl)-2,3-dihydro-4H-benzo[b][1,4]oxazin-4-yl)propanoate COC(C(C)N1C2=C(OC(C1=O)(F)F)C=C(C(=C2)C2=C(C(=C(C(=C2F)F)F)F)F)F)=O